3-(trans-1-(3-bromophenyl)-3-fluorocyclobutyl)-4-methyl-4H-1,2,4-triazole BrC=1C=C(C=CC1)C1(CC(C1)F)C1=NN=CN1C